C(C)N1C(C2=CN=C(C3=CN4C(C(OCCCCC[C@@H](NC1=O)CCC(F)(F)F)=N3)=NC=C4)S2)C (15R)-12-ethyl-11-methyl-15-(3,3,3-trifluoropropyl)-11,12,15,16,17,18,19,20-octahydro-6,22-(azeno)-7,10-epithioimidazo[2,1-c][1,4,8,12,14]oxatetraazacycloicosin-13(14H)-one